methyl 5,6-diamino-4,7-dimethoxy-benzo[b]thiophene-2-carboxylate NC1=C(C2=C(SC(=C2)C(=O)OC)C(=C1N)OC)OC